OCCCCOC1=CC=C(C=C1)C=CC(=O)C1=CC=CC=C1 3-[4-(4-Hydroxybutoxy)phenyl]-1-phenylprop-2-en-1-one